C(C)(C)(CC(C)(C)C)N Tert-Octylamine